FC(C=1C(=C(C=C2NC(C=3N(C12)C(=NN3)C)(C)C)F)C3=C1C=NN(C1=CC=C3)C)F 9-(Difluoro-methyl)-7-fluoro-1,4,4-trimethyl-8-(1-methyl-1H-indazol-4-yl)-5H-[1,2,4]triazolo[4,3-a]quinoxaline